4-methyl-2-(2-oxo-3-(3'-(thiazol-2-yl)-[1,1'-biphenyl]-4-yl)tetrahydropyrimidin-1(2H)-yl)thiazole-5-sulfonamide CC=1N=C(SC1S(=O)(=O)N)N1C(N(CCC1)C1=CC=C(C=C1)C1=CC(=CC=C1)C=1SC=CN1)=O